keto-β-methylpentanoic acid O=C(C(=O)O)C(CC)C